(S*)-N5-((1R,5S,6s)-3-Azabicyclo[3.1.0]hexan-6-yl)-N7-methyl-3-phenyl-2,3-dihydrobenzofuran-5,7-dicarboxamid [C@@H]12CNC[C@H]2C1NC(=O)C=1C=C(C2=C([C@@H](CO2)C2=CC=CC=C2)C1)C(=O)NC |o1:14|